FC(C1=C(C(=CC(=C1)C(F)(F)F)C(F)(F)F)I)(F)F 2,4,6-tris(trifluoromethyl)-iodobenzene